BrCCCC(=O)NCCCC[C@H](N)C(=O)O N6-(4-bromobutyryl)-L-lysine